(S)-N-(1-(5-(2-methoxyquinolin-3-yl)-1H-imidazol-2-yl)-5-(2-(methylthio)benzamido)pentyl)-1-methyl-1H-pyrazole-4-carboxamide COC1=NC2=CC=CC=C2C=C1C1=CN=C(N1)[C@H](CCCCNC(C1=C(C=CC=C1)SC)=O)NC(=O)C=1C=NN(C1)C